2-(4-(ethylsulfonyl)phenyl)-N-(4-(6-methyl-1-propyl-1H-benzo[d]imidazol-2-yl)phenyl)acetamide C(C)S(=O)(=O)C1=CC=C(C=C1)CC(=O)NC1=CC=C(C=C1)C1=NC2=C(N1CCC)C=C(C=C2)C